FC1CC[C@H](N(CC1)C(CN1C=C(C2=CC(=CC=C12)C=1C=NC(=NC1)C)C(=O)N)=O)C(NC1=NC(=CC=C1)C)=O 1-(2-((2S)-5-fluoro-2-((6-methylpyridin-2-yl)carbamoyl)azepan-1-yl)-2-oxoethyl)-5-(2-methylpyrimidin-5-yl)-1H-indole-3-carboxamide